NC1(CC1)CNC1=NC(=C2C(=N1)N(N=C2)C)NCC2=C(C=C(C=C2)OC)OC N6-[(1-aminocyclopropyl)methyl]-N4-[(2,4-dimethoxyphenyl)methyl]-1-methyl-pyrazolo[3,4-d]pyrimidine-4,6-diamine